thioundecanoic acid C(CCCCCCCCCC)(=S)O